2H-cyclopenta[b]furan-6-carboxylic acid O1C=2C(=CC1)C=CC2C(=O)O